6-(1-(cyclobutylmethyl)-4-(4-fluorophenyl)-1H-imidazol-5-yl)imidazo[1,2-a]pyridine-3-carboxamide C1(CCC1)CN1C=NC(=C1C=1C=CC=2N(C1)C(=CN2)C(=O)N)C2=CC=C(C=C2)F